ClC1=NC(=NC(=N1)NC1=CC=C(C=C1)C=1NC2=CC(=CC=C2C1)C=1NC=CN1)N 6-chloro-N2-(4-(6-(1H-imidazol-2-yl)-1H-indol-2-yl)phenyl)-1,3,5-triazine-2,4-diamine